O[C@H]1[C@H](N)[C@@H](O)[C@H](O)[C@H](O1)CO β-D-glucosamine